C(C)(C)(C)OC(=O)N1CC2=CC=C(C=C2CC1)C=1N=NN(C1)CC1=C(C=C(C=C1)C=1OC(=NN1)C(F)F)F 6-(1-(4-(5-(difluoromethyl)-1,3,4-oxadiazol-2-yl)-2-fluorobenzyl)-1H-1,2,3-triazol-4-yl)-3,4-dihydroisoquinoline-2(1H)-carboxylic acid tert-butyl ester